CC1=C(OC(C(=O)OCC)(C)C)C(=CC(=C1)CN1C=NN(C1=O)C1=CC=CC=C1)C Ethyl 2-(2,6-dimethyl-4-((5-oxo-1-phenyl-1,5-dihydro-4H-1,2,4-triazol-4-yl) methyl) phenoxy)-2-methylpropionate